3-(7-fluoro-4-oxo-pyrrolo[1,2-a]quinoxalin-5-yl)propionic acid FC=1C=C2N(C(C=3N(C2=CC1)C=CC3)=O)CCC(=O)O